N-((tetrahydrofuran-2-yl)methyl)pyrazine-2-carboxamide O1C(CCC1)CNC(=O)C1=NC=CN=C1